4-Methoxy-N-[4-[4-(1,3-thiazol-2-yl)piperazin-1-yl]phenyl]benzamid COC1=CC=C(C(=O)NC2=CC=C(C=C2)N2CCN(CC2)C=2SC=CN2)C=C1